N[C@H]1C[C@H](N(CC1)C(=O)N1CC2(CCCC2)[C@@H](CC1)CN1C=NC(=CC1=O)C1=C(C=CC=C1)C)C1=C(C=CC(=C1)F)F 3-(((R)-7-((2S,4R)-4-amino-2-(2,5-difluorophenyl)piperidine-1-carbonyl)-7-azaspiro[4.5]dec-10-yl)methyl)-6-(o-tolyl)pyrimidin-4(3H)-one